N6-carbobenzoxylysine C(=O)(OCC1=CC=CC=C1)NCCCC[C@H](N)C(=O)O